N-(2-Amino-3-fluoro-4-((4-(trifluoromethyl)phenethyl)amino)phenyl)decanamid NC1=C(C=CC(=C1F)NCCC1=CC=C(C=C1)C(F)(F)F)NC(CCCCCCCCC)=O